ClCCN1CC2N(CCCC2C1)C(=O)[O-] 6-(2-Chloroethyl)octahydro-1H-pyrrolo[3,4-b]pyridine-1-carboxylate